C[Si](CCOCN1N=C(C=C1)C(=O)[O-])(C)C 1-((2-(trimethylsilyl)ethoxy)methyl)-1H-pyrazole-3-carboxylate